1-(5-(4-(2-(4-(4-(2-butyl-1-oxo-1,2-dihydro-2,7-naphthyridin-4-yl)-2,6-difluorophenoxy)piperidin-1-yl)ethyl)piperidine-1-carbonyl)-2-methoxyphenyl)dihydropyrimidine-2,4(1H,3H)-dione C(CCC)N1C(C2=CN=CC=C2C(=C1)C1=CC(=C(OC2CCN(CC2)CCC2CCN(CC2)C(=O)C=2C=CC(=C(C2)N2C(NC(CC2)=O)=O)OC)C(=C1)F)F)=O